9,10-bis(4-hydroxyphenyl)anthracene [5-(2,6-dioxopiperidin-3-yl)pyrimidin-2-yl]oxylcyclohexane-1-carboxylate O=C1NC(CCC1C=1C=NC(=NC1)OC1(CCCCC1)C(=O)O)=O.OC1=CC=C(C=C1)C=1C2=CC=CC=C2C(=C2C=CC=CC12)C1=CC=C(C=C1)O